5-Chloro-2-phenoxyaniline ClC=1C=CC(=C(N)C1)OC1=CC=CC=C1